N1C(=NC2=C1C=CC=C2)C2=C(C(=CC=C2)Cl)C=2C(=CC(=CC2)C(N[C@@H](CCC)C2=C(C=CC=C2)OC(F)(F)F)=O)C(=O)O (S)-2'-(1H-1,3-benzodiazol-2-yl)-6'-chloro-4-({1-[2-(trifluoromethoxy)phenyl]butyl}carbamoyl)-[1,1-biphenyl]-2-carboxylic acid